1-(r-butyl) 2,4-dimethyl (2S)-4-hydroxypyrrolidine-1,2,4-tricarboxylate OC1(C[C@H](N(C1)C(=O)OCCCC)C(=O)OC)C(=O)OC